2-(2,3-dichlorophenyl)-4-[[phenylmethylsulfonyl]oxy]-5-amino-3(2H)-furanone ClC1=C(C=CC=C1Cl)C1OC(=C(C1=O)OS(=O)(=O)CC1=CC=CC=C1)N